methyl-2-(4-(methoxycarbamoyl)-5-oxo-2-phenyl-2,5-dihydrofuran-3-yl)-1H-indole-5-carboxylate COC(=O)C=1C=C2C=C(NC2=CC1)C=1C(OC(C1C(NOC)=O)=O)C1=CC=CC=C1